ClC=1C=NC(=NC1)OC=1C=CC=C2C(=NN(C12)CCN1N=C(C=C1)C(F)(F)F)C#N 7-[(5-Chloropyrimidine-2-yl)oxy]-1-{2-[3-(trifluoromethyl)-1H-pyrazole-1-yl]ethyl}-1H-indazole-3-carbonitrile